C(C1=CC=CC=C1)(=O)OCCC=NC1=CC(=CC=C1)C(C)CC [3-(2-butyl) phenyliminopropyl] benzoate